ethyl-methacrylic chloride C(C)C=C(C(=O)Cl)C